C1(CC1)C(=O)NC1=CC(=C(N=N1)C(=O)NC([2H])([2H])[2H])NC1=C(C(=C(C=C1)C1CC1)C1=NN(N=C1)C)OC 6-cyclopropaneamido-4-{[4-cyclopropyl-2-methoxy-3-(2-methyl-2H-1,2,3-triazol-4-yl)phenyl]amino}-N-(2H3)methylpyridazine-3-carboxamide